tert-butyl N-[2-(2-{2-[1-(2,6-dioxopiperidin-3-yl)-3-methyl-2-oxo-1,3-benzodiazol-5-yl]ethoxy}ethoxy)ethyl]carbamate O=C1NC(CCC1N1C(N(C2=C1C=CC(=C2)CCOCCOCCNC(OC(C)(C)C)=O)C)=O)=O